C1(=CC=CC=C1)C(=O)C1=CC=C(C=C1)C(C1=NC=CC=C1)C1=CC=CC=C1 phenyl-(4-(phenyl-(pyridin-2-yl)methyl)phenyl)methanone